C(SC(C)C(=O)OC)(OCC)=S O-ethyl S-(1-methoxycarbonyl ethyl) dithiocarbonate